ClC=1N(C(C2=CC(=CC(=C2C1)[C@@H](C)NC(OC(C)(C)C)=O)C)=O)C tert-butyl (R)-(1-(3-chloro-2,7-dimethyl-1-oxo-1,2-dihydroisoquinolin-5-yl)ethyl)carbamate